C(#N)[C@H]1N(CCC1)C(CN1C[C@H](CC1)NC(=O)C1=C(OC2=C1C=CC=C2)C)=O N-((S)-1-(2-((S)-2-cyanopyrrolidin-1-yl)-2-oxoethyl)pyrrolidin-3-yl)-2-methylbenzofuran-3-carboxamide